OC1(C(NC2=CC=CC=C12)=O)C1=CC=CC=C1 3-hydroxy-3-phenyl-indol-2-one